NC=1N=C(C2=C(N1)C=C(C=N2)F)N[C@@](CNC(=O)C2=C1N(N=C2)CCC1)(CCCC)C (R)-N-(2-((2-amino-7-fluoropyrido[3,2-d]pyrimidin-4-yl)amino)-2-methylhexyl)-5,6-dihydro-4H-pyrrolo[1,2-b]pyrazole-3-carboxamide